((3R,4R)-5-(2,4-dioxo-3,4-dihydropyrimidin-1(2H)yl)-3,4-diacetoxy tetrahydrofuran-2-yl) methyl (2-(octadecyldithio) ethyl) phosphate P(=O)(OC1OC([C@@H]([C@H]1OC(C)=O)OC(C)=O)N1C(NC(C=C1)=O)=O)(OC)OCCSSCCCCCCCCCCCCCCCCCC